(3S)-3-(3,5-difluorophenyl)isoxazolidine-2-carboxylic acid tert-butyl ester C(C)(C)(C)OC(=O)N1OCC[C@H]1C1=CC(=CC(=C1)F)F